NC1=NC(=C2N=CN(C2=N1)[C@H]1[C@]([C@@H]([C@H](O1)CO[P@@](=O)(OC1=CC=CC=C1)N[C@@H](C)C(=O)OC(C)C)O)(C)F)NC isopropyl ((R)-(((2R,3R,4R,5R)-5-(2-amino-6-(methylamino)-9H-purin-9-yl)-4-fluoro-3-hydroxy-4-methyltetrahydrofuran-2-yl) methoxy)(phenoxy)phosphoryl)-L-alaninate